O-((3-((tert-butyldimethylsilyl)oxy)cyclopentyl)methyl) S-methyl carbonodithioate C(OCC1CC(CC1)O[Si](C)(C)C(C)(C)C)(=S)SC